1,5-bis-(2,4-dimethylphenyl)-3-methyl-1,3,5-triazapentadiene CC1=C(C=CC(=C1)C)N=CN(C=NC1=C(C=C(C=C1)C)C)C